O(S(=O)(=O)C(F)(F)F)C1=NC=CN=C1 Pyrazin-2-yl triflate